1-allyl-3-(phenyl-carboxy)benzene C(C=C)C1=CC(=CC=C1)C(=O)OC1=CC=CC=C1